O(C1=CC=CC=C1)P(=O)(OC1=CC=CC=C1)OC1=CCC(CN1C(=O)OC(C)(C)C)CC tert-butyl 6-Diphenoxyphosphoryloxy-3-ethyl-3,4-dihydro-2H-pyridine-1-carboxylate